OC[C@@H](C1=CC=CC=C1)N1C(CC[C@@H](C1)C)=O (S)-1-((R)-2-hydroxy-1-phenylethyl)-5-methylpiperidin-2-one